C(C)(C)(C)OC(=O)N1CC(C(CC1)(F)F)C1=CN(C(C=C1)=O)CC 3-(1-ethyl-6-oxo-1,6-dihydropyridin-3-yl)-4,4-difluoropiperidine-1-carboxylic acid tert-butyl ester